ethenyl-{styrene} C(=C)C=CC1=CC=CC=C1